N[C@@H]1CN(CC1)C1=NC(=NC2=CC=C(C=C12)C(F)F)N1CCS(C2=C(C1)C=CC=C2)=NCCCO 4-(((S)-3-aminopyrrolidin-1-yl)-6-(difluoromethyl)quinazolin-2-yl)-1-((3-hydroxypropyl)imino)-2,3,4,5-tetrahydro-benzo[f][1,4]thiazepine